BrC1=CC=C(C=C1)C1(NC2=CC=CC=C2N=C1NCC1=CC=C(C=C1)Cl)N 2-(4-bromophenyl)-N3-(4-chlorobenzyl)quinoxaline-2,3-diamine